benzyl (S)-4-(7-chloro-8-fluoro-2-(((S)-1-methylpyrrolidin-2-yl)methoxy)pyrido[4,3-d]pyrimidin-4-yl)-2-(cyanomethyl)piperazine-1-carboxylate ClC1=C(C=2N=C(N=C(C2C=N1)N1C[C@@H](N(CC1)C(=O)OCC1=CC=CC=C1)CC#N)OC[C@H]1N(CCC1)C)F